7-(3,5-di-O-benzoyl-2-deoxy-2-fluoro-beta-D-ribofuranosyl)-5-(3,3-diethoxyprop-1-yn-1-yl)-7H-pyrrolo[2,3-D]pyrimidin-4-amine C(C1=CC=CC=C1)(=O)O[C@H]1[C@H]([C@@H](O[C@@H]1COC(C1=CC=CC=C1)=O)N1C=C(C2=C1N=CN=C2N)C#CC(OCC)OCC)F